Cl.BrC1=CC=C(C=C1)C1(CCNCC1)OC 4-(4-bromophenyl)-4-methoxypiperidine HCl salt